BrC=1C(=NC(=CC1)C(=O)OC)OC[C@H]1CN(CCN1)C(=O)OCC1=CC=CC=C1 benzyl (R)-3-(((3-bromo-6-(methoxycarbonyl)pyridin-2-yl)oxy) methyl)piperazine-1-carboxylate